C(C)(C)(C)OC(N[C@@H]1CC[C@H](CC1)C=1SC(=CN1)Br)=O trans-N-[4-(5-bromothiazol-2-yl)cyclohexyl]carbamic acid tert-butyl ester